fluoroindazoleamine FC1=C2C(=NNC2=CC=C1)N